C1N(CCC2=CC=CC=C12)C[C@H](CN1C(C2=CC=C(C=C2CC1)OCC1CCN(CC1)CC)=O)O 2-[(2R)-3-(3,4-dihydro-1H-isoquinolin-2-yl)-2-hydroxy-propyl]-6-[(1-ethyl-4-piperidinyl)methyloxy]-3,4-dihydroisoquinolin-1-one